(4Z)-4-(1H-Benzimidazol-5-ylmethylene)-2-[[2-(trifluoromethyl)phenyl]methylamino]-1H-imidazol-5-one N1C=NC2=C1C=CC(=C2)\C=C\2/N=C(NC2=O)NCC2=C(C=CC=C2)C(F)(F)F